BrC1=CC2=C(N(C(N2CC(F)(F)F)=O)C2C(NC(CC2)=O)=O)C=C1 3-[5-bromo-2-oxo-3-(2,2,2-trifluoroethyl)benzimidazol-1-yl]piperidine-2,6-dione